C(CC)(=O)N1CCNCC1 4-propanoylpiperazin